5-((1-(azetidine-1-carbonyl)piperidin-4-yl)methoxy)-2-(isoindolin-2-ylmethyl)isonicotinic acid N1(CCC1)C(=O)N1CCC(CC1)COC1=CN=C(C=C1C(=O)O)CN1CC2=CC=CC=C2C1